ClC=1C(=CC=C2C=NNC12)C1=NN(C2=NC(=C(N=C21)CO)N2CCC(CC2)C)C2OCCCC2 1-[3-(7-chloro-1H-indazol-6-yl)-5-(hydroxymethyl)-1-(oxan-2-yl)-1H-pyrazolo[3,4-b]pyrazine-6-yl]-4-methylpiperidin